C1=CC=CC=2C3=CC=CC=C3C(C12)COC(=O)N[C@@H](CSC(C1=CC=CC=C1)(C1=CC=CC=C1)C1=CC=CC=C1)C(=O)O N-{[(9H-fluoren-9-yl)methoxy]carbonyl}-S-(trityl)-L-cysteine